COC1=C(C=C2C(=CC=NC2=C1)OC1=CC(=CC(=C1)OCC1COCC1)OC)C(=O)N 7-methoxy-4-(3-methoxy-5-((tetrahydrofuran-3-yl)methoxy)phenoxy)quinoline-6-carboxamide